C(C=CC=CC=CC=CC=CCCCCCCCCCCC)(=O)O 19Z-docosapentaenoic acid